ClC=1C=C(C=NC1)C1=NC(=C2N=CN(C2=N1)[C@H]1[C@@H]([C@@H]([C@H](O1)C(=O)NC([2H])([2H])[2H])O)O)NCCOC (2S,3S,4R,5R)-5-(2-(5-chloropyridin-3-yl)-6-((2-methoxyethyl)amino)-9H-purin-9-yl)-3,4-Dihydroxy-N-(methyl-d3)-tetrahydrofuran-2-carboxamide